N-((3R,4S)-3-methyl-1-(methylsulfonyl)piperidin-4-yl)-6-(1H-pyrazol-4-yl)-5-((tetrahydro-2H-pyran-4-yl)oxy)-[1,2,4]triazolo[1,5-a]pyrazin-2-amine C[C@@H]1CN(CC[C@@H]1NC1=NN2C(C=NC(=C2OC2CCOCC2)C=2C=NNC2)=N1)S(=O)(=O)C